2-[(4-methylphenoxy)methyl]-5-({2-[(4-methylphenoxy)methyl]-1h-1,3-benzodiazol-5-yl}methyl)-1h-1,3-benzodiazole CC1=CC=C(OCC2=NC3=C(N2)C=CC(=C3)CC3=CC2=C(NC(=N2)COC2=CC=C(C=C2)C)C=C3)C=C1